2-[[5-(4-chloro-2-fluoro-phenyl)-3-methyl-triazol-4-yl]methyl]-5-[1-(2,2-difluoroethyl)pyrazol-4-yl]pyridazin-3-one ClC1=CC(=C(C=C1)C1=C(N(N=N1)C)CN1N=CC(=CC1=O)C=1C=NN(C1)CC(F)F)F